N[C@@H]1CN(C[C@H]1F)C1=NC(=C2N=CN(C2=N1)C)NC=1C(=NN(C1)C)OC 2-[(3R,4R)-3-amino-4-fluoro-pyrrolidin-1-yl]-N-(3-methoxy-1-methyl-pyrazol-4-yl)-9-methyl-purin-6-amine